4-(2-amino-4-((4-(1-cyclopropyl-1H-indol-3-yl)pyrimidin-2-yl)amino)-5-methoxyphenyl)piperazine-1-carboxylic acid tert-butyl ester C(C)(C)(C)OC(=O)N1CCN(CC1)C1=C(C=C(C(=C1)OC)NC1=NC=CC(=N1)C1=CN(C2=CC=CC=C12)C1CC1)N